CC(CO)=C 2-methylprop-2-en-1-ol